2-(1-(2-methoxyethynyl)-1H-1,2,3-triazol-4-yl)pyridine COC#CN1N=NC(=C1)C1=NC=CC=C1